Cl.COC([C@@H](N[N+](=O)[O-])CCCNC(N)=N)=O Nitro-L-arginine methyl ester hydrochloride